N-(4-cyanobicyclo[2.2.1]hept-1-yl)-2-(1-((1r,4r)-4-(cyanomethyl)cyclohexyl)-1,6-dihydroimidazo[4,5-d]pyrrolo[2,3-b]pyridin-2-yl)acetamide C(#N)C12CCC(CC1)(C2)NC(CC2=NC=1C(=C3C(=NC1)NC=C3)N2C2CCC(CC2)CC#N)=O